N[C@@H](COCC(C)(C)S(=O)(=O)C1(CC1)CN1C(C2=C(CC1)C(=NN2C)C(=O)NCC2=CC=C(C=C2)Cl)=O)C (R)-6-((1-((1-(2-Aminopropoxy)-2-methylpropan-2-yl)sulfonyl)cyclopropyl)methyl)-N-(4-chlorobenzyl)-1-methyl-7-oxo-4,5,6,7-tetrahydro-1H-pyrazolo[3,4-c]pyridine-3-carboxamide